3-carboxypropyl-(triphenyl)phosphonium C(=O)(O)CCC[P+](C1=CC=CC=C1)(C1=CC=CC=C1)C1=CC=CC=C1